Cyano[3-(4-aminophenoxy)phenyl]methyl (S)-4-Chloro-alpha-(1-methylethyl)benzeneacetate ClC1=CC=C(C=C1)[C@@H](C(=O)OC(C1=CC(=CC=C1)OC1=CC=C(C=C1)N)C#N)C(C)C